6-Chloro-3-((1-(4,7-dimethyl-5-oxo-4,5-dihydro-3H-pyrazolo[3,4-c]isoquinolin-9-yl)ethyl)amino)picolinic acid ClC1=CC=C(C(=N1)C(=O)O)NC(C)C=1C=2C3=C(N(C(C2C=C(C1)C)=O)C)NN=C3